(1s,2r,5r)-3-(((2-amino-3-chloro-5-fluoroquinolin-7-yl)oxy)methyl)-5-(4-amino-7H-pyrrolo[2,3-d]pyrimidin-7-yl)cyclopent-3-ene-1,2-diol NC1=NC2=CC(=CC(=C2C=C1Cl)F)OCC=1[C@H]([C@H]([C@@H](C1)N1C=CC2=C1N=CN=C2N)O)O